Tert-butyl 3-(4-{[9-chloro-7-(5-fluoroindol-1-yl)-3,5-dihydro-2H-1,4-benzoxazepin-4-yl]methyl}pyridin-2-yl)azetidine-1-carboxylate ClC1=CC(=CC=2CN(CCOC21)CC2=CC(=NC=C2)C2CN(C2)C(=O)OC(C)(C)C)N2C=CC1=CC(=CC=C21)F